FC(C=1C=CC(=C(C#N)C1)N)F 5-difluoromethyl-2-aminobenzonitrile